1,3-diamino-2,2-diethylpropane NCC(CN)(CC)CC